1-(3-(2-aminoethoxy)-2-pyridyl)ethanone hydrochloride Cl.NCCOC=1C(=NC=CC1)C(C)=O